[OH-].[Na+].C(C1=CC=CC=C1)(=O)O Benzoic Acid Sodium hydroxide